4-[[(Z)-[4-amino-8-(trans-4-aminocyclohexyloxy)-5,5-dimethyl-benzo[h]quinazolin-6-ylidene]amino]oxymethyl]benzonitrile NC1=NC=NC=2C3=C(\C(\C(C12)(C)C)=N/OCC1=CC=C(C#N)C=C1)C=C(C=C3)O[C@@H]3CC[C@H](CC3)N